C(CC)[As](O)(O)=O propylarsonic acid